2,6-dimethyl-2,3,4,4a-tetrahydro-1H-pyrazino[1',2':4,5]pyrazino[2,3-c]quinolin-5(6H)-one CC1NCC2N(C3=C(C=NC=4C=CC=CC34)N(C2=O)C)C1